(E)-1-(3-chloro-2-hydroxy-phenyl)-3-[4-chloro-2-(methoxymethoxy)-5-methyl-phenyl]prop-2-en-1-one ClC=1C(=C(C=CC1)C(\C=C\C1=C(C=C(C(=C1)C)Cl)OCOC)=O)O